(5-bromo-6-chloropyridin-2-yl)propan-2-ol BrC=1C=CC(=NC1Cl)CC(C)O